fluoro-N-(3-fluoro-5-((1-(trifluoromethyl)cyclopropyl)ethynyl)phenyl)-1-methyl-N-(oxetan-3-ylmethyl)-[1,2,4]triazolo[4,3-a]quinazolin-5-amine FC1=C2C(=NC=3N(C2=CC=C1)C(=NN3)C)N(CC3COC3)C3=CC(=CC(=C3)C#CC3(CC3)C(F)(F)F)F